Ethylmorphine Hydrochloride Hydrate O.Cl.C(C)OC=1C=CC=2C[C@@H]3[C@@H]4C=C[C@@H]([C@H]5[C@@]4(C2C1O5)CCN3C)O